(3-allyl-2-fluoro-phenyl)methanol C(C=C)C=1C(=C(C=CC1)CO)F